NC1=C(C(=CC=C1)F)C1=C(C(=CC=C1)[N+](=O)[O-])F amino-2',6-difluoro-3'-nitro-[1,1'-biphenyl]